(S)-(5-amino-7-methoxyimidazo[1,2-c]quinazolin-2-yl)(2-(trifluoromethyl)pyrrolidin-1-yl)methanone NC1=NC=2C(=CC=CC2C=2N1C=C(N2)C(=O)N2[C@@H](CCC2)C(F)(F)F)OC